methyl 2-[1-[3-[3-[tert-butyl(dimethyl)silyl]oxycyclobutyl]-2-(1,3-dihydroisoindol-2-yl)-6-methyl-4-oxoquinazolin-8-yl]ethylamino]benzoate [Si](C)(C)(C(C)(C)C)OC1CC(C1)N1C(=NC2=C(C=C(C=C2C1=O)C)C(C)NC1=C(C(=O)OC)C=CC=C1)N1CC2=CC=CC=C2C1